tert-butyl ((2S)-1-cyano-1-(isoquinolin-4-ylamino)propan-2-yl)carbamate C(#N)C([C@H](C)NC(OC(C)(C)C)=O)NC1=CN=CC2=CC=CC=C12